COC=1C=C(C=C(C1OC)OC)\C=N\C1=C(N=C2N1N=CC=C2)C2=CC(=C(C(=C2)OC)OC)OC (E)-1-(3,4,5-trimethoxyphenyl)-N-(2-(3,4,5-trimethoxyphenyl)imidazo[1,2-b]pyridazin-3-yl)methanimine